2-(2,6-Dicyclopropylpyridin-3-yl)acetic acid tert-butyl ester C(C)(C)(C)OC(CC=1C(=NC(=CC1)C1CC1)C1CC1)=O